N-adamantan-1-yl-N'-(3-aminopropyl)malonamide tert-butyl-(2-(2-(1-amino-2-hydroxybutan-2-yl)-6-(4-fluorophenyl)pyridin-4-yl)propan-2-yl)carbamate C(C)(C)(C)N(C(O)=O)C(C)(C)C1=CC(=NC(=C1)C1=CC=C(C=C1)F)C(CN)(CC)O.C12(CC3CC(CC(C1)C3)C2)NC(CC(=O)NCCCN)=O